3-(2,2-dimethylcyclopropyl)propanal uridine-5'-triphosphate P(O)(=O)(OP(=O)(O)OP(=O)(O)O)OC[C@@H]1[C@H]([C@H]([C@@H](O1)N1C(=O)NC(=O)C=C1)O)O.CC1(C(C1)CCC=O)C